5,5-dimethyl-5,10-dihydrobenzo[b][1,8]naphthyridine CC1(C2=C(NC=3N=CC=CC13)C=CC=C2)C